C(CCCCCCCCCCCCC)OCCO 2-(tetradecyloxy)-ethanol